N-[(1,5-dimethyl-1H-pyrazol-3-yl)methyl]-6-{4-[(6-methoxypyridin-3-yl)oxy]piperidin-1-yl}-5-methylpyridazine-3-carboxamide CN1N=C(C=C1C)CNC(=O)C=1N=NC(=C(C1)C)N1CCC(CC1)OC=1C=NC(=CC1)OC